N-(2-oxothiofuran-3-yl)prop-2-enamide O=C1SC=CC1NC(C=C)=O